C1(=CC=CC=C1)N1C2=C(C=3C=CC=CC13)C1=C(N(C3=C2C=CC=C3)C=3C=C(C=CC3)C3=CC(=CC(=C3)C3=CC=CC=C3)C3=CC=CC=C3)C=CC=C1 14-phenyl-9-(5'-phenyl-[1,1':3',1''-terphenyl]-3-yl)-9,14-dihydrodibenzo[2,3:6,7]azepino[4,5-b]indole